7-bromocarbazole BrC1=CC=C2C=3C=CC=CC3NC2=C1